NC1=NC(=NN1C(C1=C(C=CC=C1F)F)=O)NC1=CC=C(C=C1)S(=O)(=O)N1CCN(CC1)CC=1C=C(C=CC1)NC1C(NC(CC1)=O)=O 3-((3-((4-((4-((5-amino-1-(2,6-difluorobenzoyl)-1H-1,2,4-triazol-3-yl)amino)phenyl)sulfonyl)piperazin-1-yl)methyl)phenyl)amino)piperidine-2,6-dione